FC=1C(=C(C=C(C1)C(C)C)[C@H](C(=O)O)N1C[C@@H](CC1)N(CCCCCC1=NC=2NCCCC2C=C1)C)C(F)(F)F (R)-2-(3-fluoro-5-isopropyl-2-(trifluoromethyl)phenyl)-2-((R)-3-(methyl(5-(5,6,7,8-tetrahydro-1,8-naphthyridin-2-yl)pentyl)amino)pyrrolidin-1-yl)acetic acid